C(C)O[Cd]OCC diethoxycadmium